(S)-N-(4-(12-(3-aminopyrrolidin-1-yl)-6,7,8,9,10,11-hexahydrocycloocta[b]quinolin-2-yl)pyridin-2-yl)cyclopropanecarboxamide hydrochloride Cl.N[C@@H]1CN(CC1)C1=C2C(=NC3=CC=C(C=C13)C1=CC(=NC=C1)NC(=O)C1CC1)CCCCCC2